C(#N)C=1C(=C(C=CC1/N=C/N(C)C)C=1CCN(CC1)C(=O)OC(C)(C)C)N1CC(C1)N(C)C tert-butyl (E)-4-(3-cyano-2-(3-(dimethylamino)azetidin-1-yl)-4-(((dimethylamino)methylene)amino)phenyl)-3,6-dihydropyridine-1(2H)-carboxylate